N-((3-chloro-4-fluorophenyl)(3-cyano-4-fluorophenyl)methyl)-2-methylpropane-2-sulfinamide ClC=1C=C(C=CC1F)C(NS(=O)C(C)(C)C)C1=CC(=C(C=C1)F)C#N